C1[C@@H]([C@@H]([C@H]([C@@H](O1)O[C@@H]2[C@H](OC3=CC(=CC(=C3C2=O)O)O)C4=CC(=C(C=C4)O)O)O)O)O The molecule is a flavanone glycoside that is (+)-taxifolin substituted by an alpha-L-arabinopyranosyl residue at position 3. It has a role as a metabolite. It is an alpha-L-arabinopyranoside, a member of 3'-hydroxyflavanones, a flavanone glycoside, a monosaccharide derivative, a tetrahydroxyflavanone and a member of 4'-hydroxyflavanones. It derives from an alpha-L-arabinopyranose and a (+)-taxifolin.